[Fe].OCCN(C(CO)(CO)CO)CCO bis(2-hydroxyethyl)amino(trimethylol)methane iron